4-(4-phenoxyphenyl)-1,3,2-dioxaborolan O(C1=CC=CC=C1)C1=CC=C(C=C1)C1OBOC1